(R)-4-Cyano-N-(6-(3-cyano-5-fluoro-phenyl)pyrimidin-4-yl)morpholine-2-carboxamide C(#N)N1C[C@@H](OCC1)C(=O)NC1=NC=NC(=C1)C1=CC(=CC(=C1)F)C#N